Iridium (III) (picolinate) N1=C(C=CC=C1)C(=O)[O-].[Ir+3].N1=C(C=CC=C1)C(=O)[O-].N1=C(C=CC=C1)C(=O)[O-]